C(C\C=C/CC)=O (Z)-hex-3-enal